C(C1=CC=CC=C1)N1CC2=C(C=CC=C2CC1)C(=O)O 2-benzyl-1,2,3,4-tetrahydroisoquinoline-8-carboxylic acid